NC1=CC(=C(OC=2N=C(SC2C2=NC(=NC=C2)N[C@H]2CC(CN(C2)C(=O)OC(C)(C)C)(F)F)C)C=C1)Cl tert-butyl (5S)-5-[[4-[4-(4-amino-2-chloro-phenoxy)-2-methyl-thiazol-5-yl]pyrimidin-2-yl]amino]-3,3-difluoro-piperidine-1-carboxylate